BrC1=C(C=CC2=C1C(C(O2)(C2=CC=CC=C2)CN)=C)Cl (4-bromo-5-chloro-3-methylene-2-phenyl-2,3-dihydrobenzofuran-2-yl)methylamine